(R)-2-amino-2-methylhexanoic acid hydrochloride salt Cl.N[C@@](C(=O)O)(CCCC)C